C[C@@H]1N(CC=2N(C1)C=NC2C(=O)OC)C(NC2=CC(=C(C(=C2)F)F)F)=O Methyl (S)-6-methyl-7-((3,4,5-trifluorophenyl)carbamoyl)-5,6,7,8-tetrahydroimidazo[1,5-a]pyrazine-1-carboxylate